(2S,3S,4R,5R)-2-(4-amino-5H-pyrrolo[3,2-d]pyrimidin-7-yl)-5-(hydroxymethyl)pyrrolidine NC=1C2=C(N=CN1)C(=CN2)[C@H]2N[C@H](CC2)CO